CC1=CSC2=C1N=C(N=C2C2=CC(=CC=C2)OC(F)(F)F)NC(=O)C=2SC(=CC2)[N+](=O)[O-] N-(7-methyl-4-(3-(trifluoromethoxy)phenyl)thieno[3,2-d]pyrimidin-2-yl)-5-nitrothiophene-2-carboxamide